C(#N)[C@H]1N(CCC1)C(CNC(=O)C1=CC=NC2=CC(=CC=C12)O)=O (S)-N-(2-(2-cyanopyrrolidin-1-yl)-2-oxoethyl)-7-hydroxyquinoline-4-carboxamide